5-fluoro-N-((3R,4R)-4-(2-fluoro-4-(trifluoromethyl)benzyloxy)pyrrolidin-3-yl)pyrimidin-2-amine FC=1C=NC(=NC1)N[C@@H]1CNC[C@H]1OCC1=C(C=C(C=C1)C(F)(F)F)F